C(OC(C)Cl)(OCC)=O 1-chloroethyl ethyl carbonate